N1C(=NC2=C1C=CC=C2)C2=CC(=NN2CC2=CC=C(C=C2)OC)NC(C2=CC=C(C=C2)N2C[C@H](CC2)O)=O N-[5-(1H-benzimidazol-2-yl)-1-[(4-methoxyphenyl)methyl]pyrazol-3-yl]-4-[(3S)-3-hydroxypyrrolidin-1-yl]benzamide